C1(CC1)NC(=O)C1=CC=C2N1CCN(C2C)C(=O)OC(C)(C)C tert-butyl 6-(cyclopropylcarbamoyl)-1-methyl-3,4-dihydropyrrolo[1,2-a]pyrazine-2(1H)-carboxylate